COC=1C=C(CN2C(C=CC(=C2)C2=NC(=NC(=C2)C(F)(F)F)S(=O)(=O)CCCC(N2CCCC2)=O)=O)C=CC1OC 1-(3,4-dimethoxybenzyl)-5-(2-((4-oxo-4-(pyrrolidin-1-yl)butyl)sulfonyl)-6-(trifluoromethyl)pyrimidin-4-yl)pyridin-2(1H)-one